Methyl (S,E)-2-(2-chlorophenyl)-2-(2-(3-(4-methoxyphenyl)acryloyloxy)-6,7-dihydrothieno[3,2-c]pyridin-5(4H)-yl)-acetate ClC1=C(C=CC=C1)[C@@H](C(=O)OC)N1CC2=C(CC1)SC(=C2)OC(\C=C\C2=CC=C(C=C2)OC)=O